O=C1N(CCC(N1)=O)C=1C=C(C=CC1OC)N1CCN(CC1)C(=O)OC(C)(C)C tert-Butyl 4-(3-(2,4-dioxotetrahydropyrimidin-1(2H)-yl)-4-methoxyphenyl)piperazine-1-carboxylate